C(C)N(CCC1=CNC2=CC(=CC(=C12)OC)F)C N-ethyl-2-(6-fluoro-4-methoxy-1H-indol-3-yl)-N-methylethan-1-amine